[Cl-].C(CCC)[N+]1=CC=CC=C1 1-Butylpyridinium chlorid